CC=1C=C2CCCCN2C(C1)=O 2-methyl-6,7,8,9-tetrahydro-4H-quinolizin-4-one